C(CCC)[Sn](\C=C/OCC)(CCCC)CCCC (Z)-tributyl-(2-ethoxyvinyl)stannane